18-tert-Butyl-12-(2,6-dimethylphenyl)-15-oxa-8λ6-thia-1,9,11,18,22-pentaazatetracyclo[14.4.1.13,7.110,14]tricosa-3(23),4,6,10(22),11,13-hexaene-2,8,8-trione C(C)(C)(C)N1CC2OC3=CC(=NC(NS(C4=CC=CC(C(N(CC1)C2)=O)=C4)(=O)=O)=N3)C3=C(C=CC=C3C)C